N-prop-2-ynyl-1-[[5-[5-(trifluoromethyl)-1,2,4-oxadiazol-3-yl]-2-thienyl]methyl]imidazole-2-carboxamide C(C#C)NC(=O)C=1N(C=CN1)CC=1SC(=CC1)C1=NOC(=N1)C(F)(F)F